1-(8-chloro-1-methyl-4-oxo-2-phenyl-1,4-dihydroquinolin-3-yl)ethylcarbamic acid tert-butyl ester C(C)(C)(C)OC(NC(C)C1=C(N(C2=C(C=CC=C2C1=O)Cl)C)C1=CC=CC=C1)=O